5-hydroxybutynyl-2'-deoxyuridine OCCC#CC=1C(NC(N([C@H]2C[C@H](O)[C@@H](CO)O2)C1)=O)=O